tert-Butyl 4-(4-(pyrimidin-2-ylamino)phenyl)piperazine-1-carboxylate N1=C(N=CC=C1)NC1=CC=C(C=C1)N1CCN(CC1)C(=O)OC(C)(C)C